2-{[(3R,5S)-1-acryloyl-5-(ethoxymethyl)pyrrolidin-3-yl]amino}-N-ethyl-5H-pyrrolo[2,3-b]pyrazine-7-carboxamide C(C=C)(=O)N1C[C@@H](C[C@H]1COCC)NC=1N=C2C(=NC1)NC=C2C(=O)NCC